8-((4,6-difluoroindolin-1-yl)methyl)-2-morpholino-6-(pyrrolidine-1-carbonyl)-4H-chromen-4-one FC1=C2CCN(C2=CC(=C1)F)CC=1C=C(C=C2C(C=C(OC12)N1CCOCC1)=O)C(=O)N1CCCC1